5-ETHYL-1H-PYRAZOLE-4-CARBOXYLIC ACID C(C)C1=C(C=NN1)C(=O)O